C1=CC=CC=2C3=CC=CC=C3C(C12)COC(=O)N[C@H](C(=O)O)CSC(C1=CC=CC=C1)(C1=CC=CC=C1)C1=CC=CC=C1 (2R)-2-(9H-fluoren-9-ylmethoxycarbonylamino)-3-tritylsulfanyl-propanoic acid